7-(1-methyl-1H-pyrazol-4-yl)-N-(2-methyl-5-(2-(3-methyl-3,4,6,7-tetrahydro-5H-imidazo[4,5-c]pyridin-5-yl)acetamido)pyridin-3-yl)-[1,2,4]triazolo[4,3-a]pyridine-3-carboxamide CN1N=CC(=C1)C1=CC=2N(C=C1)C(=NN2)C(=O)NC=2C(=NC=C(C2)NC(CN2CC1=C(CC2)N=CN1C)=O)C